4-[4-[3-chloro-2-[3-(4-isoquinolinyl)-2,4-dioxo-1H-quinazolin-7-yl]phenyl]-3-methyl-pyrazol-1-yl]piperidine-1-carboxylic acid tert-butyl ester C(C)(C)(C)OC(=O)N1CCC(CC1)N1N=C(C(=C1)C1=C(C(=CC=C1)Cl)C1=CC=C2C(N(C(NC2=C1)=O)C1=CN=CC2=CC=CC=C12)=O)C